ClC1=C(C=C(C=C1)NC(=O)[C@@H]1C([C@H]1C1=CC(=C(C=C1)F)C(F)(F)F)(Cl)Cl)NC(=O)C=1C(=C(C(=CC1)F)NC(OC(C)(C)C)=O)F tert-Butyl (3-((2-chloro-5-((1R,3R)-2,2-dichloro-3-(4-fluoro-3-(trifluoromethyl)phenyl)cyclopropane-1-carboxamido)phenyl)carbamoyl)-2,6-difluorophenyl)carbamate